C[C@@H]1N(CC[C@@H](C1)OS(=O)(=O)C1=CC=C(C)C=C1)C(=O)OC(C)(C)C tert-butyl (2S,4S)-methyl-4-(tosyloxy)piperidine-1-carboxylate